(S)-3-cyclohexyl-6-((1-phenylethyl)amino)pyrimidine-2,4(1h,3h)-dione C1(CCCCC1)N1C(NC(=CC1=O)N[C@@H](C)C1=CC=CC=C1)=O